ClC=1C(=C(CNCCC2(CCOC3(C2)CCOCC3)C3=NC=C(C=C3)F)C=CC1)C N-(3-chloro-2-methylbenzyl)-2-(4-(5-fluoropyridin-2-yl)-1,9-dioxaspiro[5.5]undecan-4-yl)ethan-1-amine